BrC1=CC=C2C(=NC(=NC2=C1F)Cl)C1OC2(C1)CNCCC2 (7-bromo-2-chloro-8-fluoroquinazolin-4-yl)-1-oxa-6-azaspiro[3.5]nonane